Di((Z)-octadec-9-en-1-yl) 2-(pyrrolidin-1-yl)malonate N1(CCCC1)C(C(=O)OCCCCCCCC\C=C/CCCCCCCC)C(=O)OCCCCCCCC\C=C/CCCCCCCC